4-cyano-N-[2-(4,4-dimethylcyclohexen-1-yl)-6-[3,3,5,5-tetradeuterio-2,2,6,6-tetrakis(trideuteriomethyl)-4-piperidyl]-3-pyridyl]-1-(2-trimethylsilylethoxymethyl)imidazole-2-carboxamide C(#N)C=1N=C(N(C1)COCC[Si](C)(C)C)C(=O)NC=1C(=NC(=CC1)C1C(C(NC(C1([2H])[2H])(C([2H])([2H])[2H])C([2H])([2H])[2H])(C([2H])([2H])[2H])C([2H])([2H])[2H])([2H])[2H])C1=CCC(CC1)(C)C